BrC1=C(C=C(C=C1)C)CC1OCC(COC1)=O 2-[(2-bromo-5-methylphenyl)methyl]-1,4-dioxepan-6-one